benzyl ((S)-1-((1r,4S)-4-fluorocyclohexyl)-2-((4-(hydroxymethyl)pyridin-2-yl)amino)-2-oxoethyl)carbamate FC1CCC(CC1)[C@@H](C(=O)NC1=NC=CC(=C1)CO)NC(OCC1=CC=CC=C1)=O